N-[7-isopropoxy-2-(4-piperidinyl)imidazo[1,2-a]pyridin-6-yl]-6-(trifluoromethyl)pyridine-2-carboxamide C(C)(C)OC1=CC=2N(C=C1NC(=O)C1=NC(=CC=C1)C(F)(F)F)C=C(N2)C2CCNCC2